CC1(CCCC1)C 2-trans-dimethylcyclopentane